C1=NS(C=CC2=C1C=CC=C2)NC(C2=CC=C(C=C2)C2=CC=C(C=C2)C(F)(F)F)=O N-(benzo[d][1,2]thiazepin-3-yl)-4-[4-(trifluoromethyl)phenyl]benzamide